O1C(N=CC1)=O Oxazolinon